O=C1OCC(O1)=CCOCCC(=O)O 3-[2-(2-OXO-1,3-DIOXOLAN-4-YLIDENE)ETHOXY]PROPANOIC ACID